FC1(CCC(CC1)C1=NC=CC(=C1)C1=NNC=C1)F 2-(4,4-difluorocyclohexyl)-4-(1H-pyrazol-3-yl)pyridin